C(CCC)C(C(=O)OCCCCCCCCCN(CCO)CCCCCCCOC(CCC(OCCCC\C=C/CC)OCCCC\C=C/CC)=O)CCCCCC 9-((7-((4,4-bis(((Z)-oct-5-en-1-yl)oxy)butanoyl)oxy)heptyl)(2-hydroxyethyl)amino)nonyl 2-butyloctanoate